6-((2,3-dihydrobenzo[b][1,4]dioxin-6-yl)sulfonyl)-2-((6-methoxypyridin-3-yl)methyl)phthalazin O1C2=C(OCC1)C=C(C=C2)S(=O)(=O)C=2C=C1C=NN(CC1=CC2)CC=2C=NC(=CC2)OC